(6-fluoro-1H-benzo[d]imidazol-2-yl)carbamic acid isopropyl ester C(C)(C)OC(NC1=NC2=C(N1)C=C(C=C2)F)=O